(R)-2-chloro-N-(2-(1-cyclopropyl-2-hydroxy-2-methylpropyl)-3-oxoisoindolin-4-yl)-3-methylbenzamide ClC1=C(C(=O)NC2=C3C(N(CC3=CC=C2)[C@@H](C(C)(C)O)C2CC2)=O)C=CC=C1C